COC(=O)[C@H]1OC2(O[C@@H]1C1=C(C=CC=C1)C)CCCCC2 (2S,3R)-methyl-3-(2-methylphenyl)-1,4-dioxaspiro[4.5]decane-2-carboxylate